Urethane tetraacrylate C(C=C)(=O)O.C(C=C)(=O)O.C(C=C)(=O)O.C(C=C)(=O)O.NC(=O)OCC